OC=1C(C=CN2N([C@H]3N(C(C21)=O)CCOC3)[C@H](C3=CC=CC=C3)C3=CC(=C(C=C3)F)F)=O (12aR)-7-hydroxy-12-[(R)-(3,4-difluorophenyl)(phenyl)methyl]-3,4,12,12a-tetrahydro-1H-[1,4]oxazino[3,4-c]pyrido[2,1-f][1,2,4]triazine-6,8-dione